N-(5-((6-((R)-3-(2-chloro-3-fluorophenyl)isoxazolidine-2-yl)pyrimidine-4-yl)amino)-2-(4-((R)-4-cyclopropyl-2-methylpiperazine-1-yl)piperidine-1-yl)-4-methoxyphenyl)acrylamide ClC1=C(C=CC=C1F)[C@@H]1N(OCC1)C1=CC(=NC=N1)NC=1C(=CC(=C(C1)NC(C=C)=O)N1CCC(CC1)N1[C@@H](CN(CC1)C1CC1)C)OC